C(C1=CC=CC=C1)OC(=O)N[C@](C(=O)OC)(C)C1=CC(=NC(=C1)C1=CC=C(C=C1)F)Cl |r| methyl rac-2-(((benzyloxy)carbonyl)amino)-2-(2-chloro-6-(4-fluorophenyl)pyridin-4-yl)propanoate